(4-bromo-1H-indol-3-yl)-N-cyclohexylacrylamide BrC1=C2C(=CNC2=CC=C1)C(C(=O)NC1CCCCC1)=C